FC=1C=C(C=CC1C)S(=O)(=O)N1C(CCC1)C(=O)N 1-((3-fluoro-4-methylphenyl)sulfonyl)pyrrolidine-2-carboxamide